(rac)-2'-(5-acetyl-6-aminopyridin-3-yl)-N-(1-phenylcyclobutyl)-5',6'-dihydrospiro[pyrrolidine-3,4'-pyrrolo[1,2-b]pyrazole]-1-carboxamide C(C)(=O)C=1C=C(C=NC1N)C=1C=C2N(N1)CC[C@]21CN(CC1)C(=O)NC1(CCC1)C1=CC=CC=C1 |r|